Tert-butyl (R)-(1-(3-(difluoromethyl)-2-fluorophenyl)ethyl)(6-hydroxy-2-methyl-7-oxo-7,8-dihydropyrido[2,3-d]pyrimidin-4-yl)carbamate FC(C=1C(=C(C=CC1)[C@@H](C)N(C(OC(C)(C)C)=O)C=1C2=C(N=C(N1)C)NC(C(=C2)O)=O)F)F